N-(3-oxo-3-(2-propylhydrazino)propyl)-3-(pyridin-3-yl)acrylamide O=C(CCNC(C=CC=1C=NC=CC1)=O)NNCCC